tert-butyl (2-(3-fluorophenyl)-1-hydroxy-3-((4-methyl-2-nitrophenyl)amino)propan-2-yl)carbamate FC=1C=C(C=CC1)C(CO)(CNC1=C(C=C(C=C1)C)[N+](=O)[O-])NC(OC(C)(C)C)=O